(4S,4'S)-2,2'-(pentane-3,3-diyl)bis(4-phenyl-4,5-dihydrooxazole) CCC(CC)(C=1OC[C@@H](N1)C1=CC=CC=C1)C=1OC[C@@H](N1)C1=CC=CC=C1